1,1'-difluoro-2,2'-binaphthalene FC1=C(C=CC2=CC=CC=C12)C1=C(C2=CC=CC=C2C=C1)F